[2H]C1(OC2=C(O1)C=CC(=C2)/C=C/C(=O)O)[2H] (e)-3-(2,2-dideuterio-1,3-benzodioxol-5-yl)prop-2-enoic acid